(S)-4-(3-((2-(difluoromethoxy)-6-methylpyridin-3-yl)carbamoyl)-3-(2-isopropylphenyl)azetidin-1-yl)-2-hydroxy-2-methyl-4-oxobutanoic acid FC(OC1=NC(=CC=C1NC(=O)C1(CN(C1)C(C[C@](C(=O)O)(C)O)=O)C1=C(C=CC=C1)C(C)C)C)F